N1=NC=C2C1=NCNC2=O 5h-pyrazolo[3,4-d]pyrimidin-4-one